3-(2-chloroethyl)-3-azabicyclo[3.1.0]hexane ClCCN1CC2CC2C1